C/1=C\CCC=CCCC=CCC1 trans-1,5,9-cyclododecatriene